ClCC(=O)NC1=C(C=CC(=C1)F)COCC(F)(F)F 2-chloro-N-(5-fluoro-2-((2,2,2-trifluoroethoxy)methyl)phenyl)acetamide